N3-(5-chloropyridin-2-yl)pyridine-2,3-diamine ClC=1C=CC(=NC1)NC=1C(=NC=CC1)N